C(C=C)N(C(OC(C)(C)C)=O)C(CCC#C)CO[Si](C)(C)C(C)(C)C tertbutyl N-allyl-N-[1-[[tert-butyl(dimethyl)silyl]oxymethyl]pent-4-ynyl]carbamate